4-[5-(difluoromethyl)-1,3,4-oxadiazol-2-yl]-2-{1-[(pyridin-2-yl)methyl]-1H-imidazol-2-yl}pyridine FC(C1=NN=C(O1)C1=CC(=NC=C1)C=1N(C=CN1)CC1=NC=CC=C1)F